benzyl (1S,5R,6S)-6-methyl-3,8-diazabicyclo[3.2.1]octane-8-carboxylate C[C@@H]1[C@@H]2CNC[C@H](C1)N2C(=O)OCC2=CC=CC=C2